3-(tert-butyl)-N-(4-(2-((1-((R)-1-methylpyrrolidin-3-yl)-1H-pyrazol-4-yl)amino)pyrimidin-4-yl)-2-(trifluoromethyl)benzyl)pyrrolidine-1-carboxamide C(C)(C)(C)C1CN(CC1)C(=O)NCC1=C(C=C(C=C1)C1=NC(=NC=C1)NC=1C=NN(C1)[C@H]1CN(CC1)C)C(F)(F)F